C(CCCCCCCCCCCCCCCC)SC HEPTADECYL(METHYL)SULFANE